CCCCCCCCCCC(CCCC)=O trans-11-pentadecanone